N[C@H]1[C@@H]2N(C[C@H]1CC2)C(=O)C2=CC1=C(N(C(=N1)C1=CC=3C=4N1C(CNC4C(=CC3)C)CC)C)C(=C2)F ((1R,4R,7R)-7-amino-2-azabicyclo[2.2.1]heptan-2-yl)(2-(3-ethyl-9-methyl-2,3-dihydro-1H-pyrrolo[1,2,3-de]quinoxalin-5-yl)-7-fluoro-1-methyl-1H-benzo[d]imidazol-5-yl)methanone